5-Chloro-2-[6-fluoro-1-methyl-5-[[(3R)-1-methylpyrrolidin-3-yl]amino]imidazo[4,5-b]pyridin-2-yl]-3-methyl-phenol ClC=1C=C(C(=C(C1)O)C=1N(C=2C(=NC(=C(C2)F)N[C@H]2CN(CC2)C)N1)C)C